CC1=C(C2=C(N=C(N=C2)NC2=CC=C(C=C2)N2CCN(CC2)C)N(C1=O)CC=1C=NOC1)C#C[Si](C(C)C)(C(C)C)C(C)C 6-methyl-2-{[4-(4-methylpiperazin-1-yl)phenyl]amino}-8-(1,2-oxazol-4-ylmethyl)-5-[2-(triisopropylsilyl)ethynyl]pyrido[2,3-d]pyrimidin-7-one